Cl.N[C@H](C)C=1C=CC(=C(C1)C=1C=NN(C1)CCO)OC 2-[4-[5-[(1R)-1-aminoethyl]-2-methoxy-phenyl]pyrazol-1-yl]ethanol hydrochloride